rac-(8aS)-3-[(4-bromo-3-chloro-phenyl)methyl]-3,4,6,7,8,8a-hexahydro-1H-pyrrolo[2,1-c][1,4]oxazine BrC1=C(C=C(C=C1)CC1CN2[C@H](CO1)CCC2)Cl |r|